C(C=C)(=O)N1C[C@@H](N(CC1)C=1C2=C(N(C(N1)=O)C1=C(C=CC=C1C)C(C)C)C(=C(N=C2)C2=C(C=CC=C2F)N)F)C 4-((S)-4-acryloyl-2-methylpiperazin-1-yl)-7-(2-amino-6-fluorophenyl)-8-fluoro-1-(2-isopropyl-6-methylphenyl)pyrido[4,3-d]pyrimidin-2(1H)-one